ClC1=CC2=C(N=N1)N(C(C2(C)C)=O)CC2=CC=C(C=C2)OC 3-Chloro-7-(4-methoxybenzyl)-5,5-dimethyl-5,7-dihydro-6H-pyrrolo[2,3-c]pyridazin-6-one